CC1(C2CCC=3C4=CC[C@H]([C@@H](CCC=C(C)C)C)[C@]4(CCC3[C@]2(CCC1O)C)C)C 4,4-dimethylcholesta-8(9),14,24-trien-3-ol